(S)-methyl 7,7-difluoro-4-((3-methylpiperidin-1-yl)methyl)-6,7-dihydro-5H-cyclopenta[b]pyridine-2-carboxylate FC1(CCC=2C1=NC(=CC2CN2C[C@H](CCC2)C)C(=O)OC)F